O=C1NC(CCC1N1C(C2=CC=C(C=C2C1=O)NCCCC(=O)NCC1=CC=C(S1)C=1C=C(C=CC1)[C@@H](C)NC(C1=C(C=CC(=C1)NC1CCNCC1)C)=O)=O)=O N-((1R)-1-(3-(5-((4-((2-(2,6-Dioxopiperidin-3-yl)-1,3-dioxoisoindolin-5-yl)amino)butanamido)methyl)thiophen-2-yl)phenyl)ethyl)-2-methyl-5-(piperidin-4-ylamino)benzamide